(2S,3S)-ethyl 3-((2-(2-chloro-5H-pyrrolo[2,3-b]pyrazin-7-yl)-5-fluoro-6-(5-methylthiophen-2-yl)pyrimidin-4-yl)amino)bicyclo[2.2.2]octane-2-carboxylate ClC=1N=C2C(=NC1)NC=C2C2=NC(=C(C(=N2)N[C@@H]2[C@H](C1CCC2CC1)C(=O)OCC)F)C=1SC(=CC1)C